C(CC)NC(=O)C1=CN=CN1 N-propyl-1H-imidazole-5-carboxamide